3-[3-methyl-2-oxo-4-(3-piperazin-1-ylpropyl)benzimidazol-1-yl]Piperidine-2,6-dione CN1C(N(C2=C1C(=CC=C2)CCCN2CCNCC2)C2C(NC(CC2)=O)=O)=O